2-(Benzyloxy)acethydrazide C(C1=CC=CC=C1)OCC(=O)NN